NC=1C(=NC(=CC1CO)C)Cl (3-AMINO-2-CHLORO-6-METHYLPYRIDIN-4-YL)METHANOL